N-methyl-N'-methylphenylurea CN(C(=O)NC)C1=CC=CC=C1